(2-pyridyl)-D-alanine N1=C(C=CC=C1)N[C@H](C)C(=O)O